tert-butyl 2-bromo-2-(3-isopropyl-1-methyl-1H-indazol-7-yl)acetate BrC(C(=O)OC(C)(C)C)C=1C=CC=C2C(=NN(C12)C)C(C)C